C(C)OC(CC(C(=O)C1=CC(=C(C=C1)F)F)C)=O.C[Si](CCCC[Si](O)(C)C)(O)C 1,4-bis(dimethylhydroxysilyl)butane ethyl-4-(3,4-difluorophenyl)-3-methyl-4-oxo-butanoate